(2-(2-methoxy-7-methylquinoxalin-5-yl)-4-methyl-7,8-dihydro-[1,4]dioxino[2',3':3,4]benzo[1,2-d]thiazol-7-yl)methyl (2-methylpyrimidin-5-yl)carbamate CC1=NC=C(C=N1)NC(OCC1OC2=C(C3=C(N=C(S3)C3=C4N=CC(=NC4=CC(=C3)C)OC)C(=C2)C)OC1)=O